COC=1C=C(C[C@@H]2[C@H](C(OC2)=O)CC2=CC(=C(C=C2)O)OCCC2=CC=CC=C2)C=CC1OC (3R,4R)-4-(3,4-dimethoxybenzyl)-3-(4-hydroxy-3-phenethyloxybenzyl)dihydrofuran-2(3H)-one